(5R)-2-(trifluoromethyl)-6,7-dihydro-5H-cyclopenta[b]pyridin FC(C1=CC=C2C(=N1)CCC2)(F)F